Methyl 3-[5-benzyloxy-1-(3,4-difluorophenyl)-2-isopropyl-indol-3-yl]cyclobutanecarboxylate C(C1=CC=CC=C1)OC=1C=C2C(=C(N(C2=CC1)C1=CC(=C(C=C1)F)F)C(C)C)C1CC(C1)C(=O)OC